Kalium diphosphat [O-]P([O-])(=O)OP(=O)([O-])[O-].[K+].[K+].[K+].[K+]